2,5-dichloro-N-(4-(indoline-1-carbonyl)phenyl)benzenesulfonamide ClC1=C(C=C(C=C1)Cl)S(=O)(=O)NC1=CC=C(C=C1)C(=O)N1CCC2=CC=CC=C12